ClC1=NC(=NC(=N1)C1=CC=CC=C1)C1=C(C=CC=C1)C1=CC=CC=C1 2-chloro-4-phenyl-6-(2-phenylphenyl)-1,3,5-triazine